C(C=C)(=O)N1[C@H](CN(C[C@H]1C)C1=NC(N2C3=C(C=C(C=C13)C(F)(F)F)S(C[C@H](C2)OC)C=2SC=C(N2)C(F)(F)F)=O)C (S)-8-((3S,5R)-4-acryloyl-3,5-dimethylpiperazin-1-yl)-3-methoxy-10-(trifluoromethyl)-l-1-(4-(trifluoromethyl)thiazol-2-yl)-3,4-dihydro-2H,6H-[1,4]thiazepino[2,3,4-ij]quinazolin-6-one